3-(6-methoxypyridin-3-yl)-3-(1-methyl-5-(4-(5,6,7,8-tetrahydro-1,8-naphthyridin-2-yl)butyl)-1H-imidazol-2-yl)propionic acid ethyl ester C(C)OC(CC(C=1N(C(=CN1)CCCCC1=NC=2NCCCC2C=C1)C)C=1C=NC(=CC1)OC)=O